NC=1N=CN(C(C1C(=O)OC)=O)C1=C(C=C(C=C1Cl)OC(C)C)Cl methyl 4-amino-1-(2,6-dichloro-4-isopropoxyphenyl)-6-oxo-1,6-dihydropyrimidine-5-carboxylate